N[C@@H]1CC(N(C1)C1=CC=C(C=C1)S(=O)(=O)N1CCN(CC1)C1=NC(=CC(=C1)C([C@H]1[C@@H](C1)CO)(F)F)Cl)=O (4R)-4-amino-1-[4-[4-[6-chloro-4-[trans-difluoro-[2-(hydroxymethyl)cyclopropyl]methyl]-2-pyridyl]piperazin-1-yl]sulfonylphenyl]pyrrolidin-2-one